3-ethylsulfanyl-N-(1,3,4-oxadiazol-2-yl)-5-(trifluoromethyl)-[1,2,4]triazolo[4,3-a]pyridine-8-carboxamide C(C)SC1=NN=C2N1C(=CC=C2C(=O)NC=2OC=NN2)C(F)(F)F